(2R,4S)-9-(1-L-histidylazetidin-3-yl)oxy-5,5-dihydroxy-6-oxa-5-boranuidatricyclo[5.4.0.02,4]undeca-1(7),8,10-triene-8-carboxylic acid disodium salt [Na+].[Na+].N[C@@H](CC1=CNC=N1)C(=O)N1CC(C1)OC1=C(C=2O[B-]([C@H]3C[C@H]3C2C=C1)(O)O)C(=O)O.N[C@@H](CC1=CNC=N1)C(=O)N1CC(C1)OC1=C(C=2O[B-]([C@H]3C[C@H]3C2C=C1)(O)O)C(=O)O